9,9-dimethyl-9H-fluoren-4-amin CC1(C2=CC=CC=C2C=2C(=CC=CC12)N)C